C1=2CCCCCCC2C(CCC1)=O bicyclo[6.4.0]dodec-1(8)-en-9-one